1-[4-[[3-chloro-4-(ethylamino)-1-(hydroxymethyl)pyrazolo[3,4-d]pyrimidin-6-yl]amino]-7-fluoro-indazol-1-yl]-2-methyl-propan-2-ol ClC1=NN(C2=NC(=NC(=C21)NCC)NC2=C1C=NN(C1=C(C=C2)F)CC(C)(O)C)CO